2-(((1-(3-chloro-8-hydroxy-6,7,8,9-tetrahydropyrido[3,2-b]indolizin-7-yl)-2-oxopyrrolidin-3-yl)oxy)methyl)azetidin ClC1=CC=2C=C3CC(C(CN3C2N=C1)O)N1C(C(CC1)OCC1NCC1)=O